FC(C1(CC1)C(=O)N1CC2(C1)CN(CC2C(=O)OCC)C(=O)OC(C)(C)C)(F)F 6-(tert-butyl) 8-ethyl 2-(1-(trifluoromethyl)cyclopropane-1-carbonyl)-2,6-diazaspiro[3.4]octane-6,8-dicarboxylate